C1(CC1)OC=1C=C(C=C(C1)F)C1=CC2=C(O[C@H](CN2S(=O)(=O)C2=CC(=CC=C2)C(F)(F)F)C23CCC(CC2)(C3)C(=O)O)C=C1 4-((S)-6-(3-cyclopropoxy-5-fluorophenyl)-4-((3-(trifluoromethyl)phenyl)sulfonyl)-3,4-dihydro-2H-benzo[b][1,4]oxazin-2-yl)bicyclo[2.2.1]heptane-1-carboxylic acid